1-(4-methyl-2-(4-(piperidin-4-ylmethyl)piperazin-1-yl)quinolin-6-yl)-3-(3-(pyrrolidin-1-yl)propyl)thiourea CC1=CC(=NC2=CC=C(C=C12)NC(=S)NCCCN1CCCC1)N1CCN(CC1)CC1CCNCC1